O(C1=CC=CC=C1)OP(=O)(O)Cl phenoxyphosphonochloride